FC(C=1OC(=NN1)C=1C=NC(=CC1)CN1N=NC(=C1)C1=C(C(=CC=C1)N1CCN(CC1)C)F)F 2-(difluoromethyl)-5-(6-((4-(2-fluoro-3-(4-methylpiperazin-1-yl)phenyl)-1H-1,2,3-triazol-1-yl)methyl)pyridin-3-yl)-1,3,4-oxadiazole